2-bromo-5-(tert-butyl)-N1,N1,N3-tris(4-(tert-butyl)phenyl)benzene-1,3-diamine BrC1=C(C=C(C=C1NC1=CC=C(C=C1)C(C)(C)C)C(C)(C)C)N(C1=CC=C(C=C1)C(C)(C)C)C1=CC=C(C=C1)C(C)(C)C